C=COCCOCCOCCOCCOCC 3,6,9,12,15-pentaoxa-1-heptadecene